ClC1=NC(=CC(=C1)C(C)(C)NC(OCC1=CC=CC=C1)=O)OC1[C@@H]2CN(C[C@H]12)C(=O)C=1C(=NN(C1)C1=NC=CC=N1)C benzyl (2-(2-chloro-6-(((1R,5S,6s)-3-(3-methyl-1-(pyrimidin-2-yl)-1H-pyrazole-4-carbonyl)-3-azabicyclo[3.1.0]hexan-6-yl)oxy)pyridin-4-yl)propan-2-yl)carbamate